1-(3-((tert-butoxycarbonyl)amino)propyl)-1H-pyrazole-4-carboxylic acid C(C)(C)(C)OC(=O)NCCCN1N=CC(=C1)C(=O)O